ONC(=O)C=1C(=CC2=C(NC=N2)C1)OC N-hydroxy-5-methoxy-1H-benzo[d]imidazole-6-carboxamide